1-(5-(4-Chloro-7-fluoro-2-(4-(3-fluoro-2-methoxyphenyl)piperazine-1-carbonyl)-1H-indol-6-yl)-3,6-dihydropyridin-1(2H)-yl)-3-(1H-1,2,3-triazol-1-yl)propan-1-one ClC1=C2C=C(NC2=C(C(=C1)C1=CCCN(C1)C(CCN1N=NC=C1)=O)F)C(=O)N1CCN(CC1)C1=C(C(=CC=C1)F)OC